[Pb].C1(CCCC1)C(=O)O.C1(CCCC1)C(=O)O dicyclopentanoic acid lead